choline di(2-ethylhexyl) phosphate P(=O)(OCC(CCCC)CC)(OCC(CCCC)CC)OCC[N+](C)(C)C